FC=1C(=C(C=CC1C)S(=O)(=O)N1[C@@H](CCC1)C(=O)OC)CCCCCCO Methyl ((3-fluoro-2-(6-hydroxyhexyl)-4-methylphenyl)sulfonyl)-L-prolinate